4-(3-Chloroanilino)-2'-[(2R)-2-methyl-3-{[(5R)-5-methyl-5,6,7,8-tetrahydroquinolin-4-yl]oxy}propyl]-6'-propoxy-2',3'-dihydrospiro[cyclohexane-1,1'-indene]-4-carboxylic acid ClC=1C=C(NC2(CCC3(C(CC4=CC=C(C=C34)OCCC)C[C@H](COC3=CC=NC=4CCC[C@H](C34)C)C)CC2)C(=O)O)C=CC1